BrC1=CC=CO1 5-Bromofuran